2-[1-[(tert-butoxy)carbonyl]-4-fluoropiperidin-4-yl]acetic acid C(C)(C)(C)OC(=O)N1CCC(CC1)(F)CC(=O)O